BrCC=1C=CC(=NC1)C1=CC=CC=C1 5-(bromomethyl)-2-phenylpyridine